tert-butyl 4-(4-methoxy-5-(trifluoromethyl)pyridin-2-yl)piperazine-1-carboxylate COC1=CC(=NC=C1C(F)(F)F)N1CCN(CC1)C(=O)OC(C)(C)C